CC(CO)(CCC)S 2-methyl-2-sulfanylpentan-1-ol